(1S,3R)-3-(methoxycarbonyl)-3-methylcyclopentanecarboxylic acid COC(=O)[C@]1(C[C@H](CC1)C(=O)O)C